2-(5-ethoxy-2-hydroxyphenyl)-4(s)-ethylimidazole C(C)OC=1C=CC(=C(C1)C=1NC=C(N1)CC)O